C(C)(=O)N1CCNCC1.[K] potassium 4-(acetyl)piperazin